N-(3-(azepan-1-ylsulfonyl)-4-methylphenyl)-2-bromoacetamide N1(CCCCCC1)S(=O)(=O)C=1C=C(C=CC1C)NC(CBr)=O